N-{[5-chloro-6-(5-methoxy-2-pyrazinyl)-2-indolyl]methyl}glycolamide ClC=1C=C2C=C(NC2=CC1C1=NC=C(N=C1)OC)CNC(CO)=O